1,2-dibromo-4-(1',2'-dibromoethyl)cyclohexane BrC1C(CC(CC1)C(CBr)Br)Br